(4-Nitrophenyl)methyl chloride (phenyl)carbonate C1(=CC=CC=C1)OC(O)=O.[N+](=O)([O-])C1=CC=C(C=C1)CCl